2-fluoro-3-(1-(2-methoxyphenyl)pyrrolidin-3-yl)benzoic acid FC1=C(C(=O)O)C=CC=C1C1CN(CC1)C1=C(C=CC=C1)OC